CSC=1N=NC(=C(N1)NC1=CC=CC=C1)C(=O)O 3-methylsulfanyl-5-phenylamino-1,2,4-triazine-6-carboxylic acid